tert-butyl-4-(7-(benzyloxy)-6-methoxyquinazolin-4-yl)-1,4-diazepan-1-carboxylic acid C(C)(C)(C)C1N(CCCN(C1)C1=NC=NC2=CC(=C(C=C12)OC)OCC1=CC=CC=C1)C(=O)O